C(N)(=O)C1(C=NOC=C1)NC(=O)C=1N(N=C2C=CC(=CC12)OCC1=C(N=CS1)C)C N-(4-carbamoyl-oxazin-4-yl)-2-methyl-5-[(4-methyl-1,3-thiazol-5-yl)methoxy]-2H-indazole-3-carboxamide